O=C1NC(CCC1N1N=NC2=C(C1=O)C(=CC=C2)NCC2=CC=C(CN1CCN(CC1)C1=C(C=C(C#N)C=C1)F)C=C2)=O 4-(4-(4-(((3-(2,6-dioxopiperidin-3-yl)-4-oxo-3,4-dihydrobenzo[d][1,2,3]triazin-5-yl)amino)methyl)benzyl)piperazin-1-yl)-3-fluorobenzonitrile